C(C)OC(C(C)(C)C=1C=NC(=CC1)N)=O 2-(6-Aminopyridin-3-yl)-2-methylpropanoic acid ethyl ester